5-bromo-2-(4-bromo-2-(dibromoboryl)phenyl)pyridine BrC=1C=CC(=NC1)C1=C(C=C(C=C1)Br)B(Br)Br